7-chloro-3-(4-chlorophenyl)isoquinoline ClC1=CC=C2C=C(N=CC2=C1)C1=CC=C(C=C1)Cl